(7-ethoxy-2,2-dimethylchroman-8-yl)boronic acid C(C)OC1=CC=C2CCC(OC2=C1B(O)O)(C)C